(2S,3S)-1-benzyl-3-phenylazetidine-2-carbonitrile C(C1=CC=CC=C1)N1[C@@H]([C@H](C1)C1=CC=CC=C1)C#N